(2S)-2-[(2S)-2-{([(9H-fluoren-9-ylmethoxy)carbonyl](methyl)amino)-3-methylbutanamido}-N,3-dimethylbutanamido]-3-methoxy-5-methylheptanoate C1=CC=CC=2C3=CC=CC=C3C(C12)COC(=O)N(C)C(C(=O)N[C@H](C(=O)N(C)[C@H](C(=O)[O-])C(CC(CC)C)OC)C(C)C)C(C)C